(3aR,5R,6S,6aR)-6-azido-5-((R)-2,2-dimethyl-1,3-dioxolan-4-yl)-2,2-dimethyl-tetrahydrofuro[2,3-d][1,3]dioxole N(=[N+]=[N-])[C@H]1[C@@H](O[C@@H]2OC(O[C@@H]21)(C)C)[C@@H]2OC(OC2)(C)C